N-((1S,3r)-3-(5-(5-ethoxypyridin-2-yl)-4-(2-fluorophenyl)-4H-1,2,4-triazol-3-yl)cyclobutyl)quinoxaline-5-carboxamide C(C)OC=1C=CC(=NC1)C=1N(C(=NN1)C1CC(C1)NC(=O)C=1C=2N=CC=NC2C=CC1)C1=C(C=CC=C1)F